NC1=NC=NN2C1=C(C=C2C=2C=C(C(=NC2)OC)C(=O)NC2CN(CC2F)CC2CC2)C(F)(F)F 5-[4-amino-5-(trifluoromethyl)pyrrolo[2,1-f][1,2,4]triazin-7-yl]-N-[1-(cyclopropylmethyl)-4-fluoropyrrolidin-3-yl]-2-methoxypyridine-3-carboxamide